CC1=CC(=NC=2N1N=C(C2)C(=O)O)C2=CC=CC=C2 7-methyl-5-phenylpyrazolo[1,5-a]pyrimidine-2-carboxylic acid